C(CCCCC(=O)OCC(CCCCCC=C)CCCCCC=C)(=O)OCC(C)CO 2-(hydroxymethyl)propyl (2-(hept-6-en-1-yl)non-8-en-1-yl) adipate